CC=1C2=C(N=NC1C1=C(C=C(C=C1)C(F)(F)F)O)N(CCC2)[C@H]2CN(CCC2)C 2-{4-Methyl-8-[(3R)-1-methylpiperidin-3-yl]-5,6,7,8-tetrahydropyrido[2,3-c]pyridazin-3-yl}-5-(trifluoromethyl)phenol